CC(C)(OCCOC(C=C)=O)OCCOC(C=C)=C 2-[1-methyl-1-[2-(1-methyleneallyloxy)ethoxy]ethoxy]ethylprop-2-enoate